5-trifluoromethyl-6,7-dihydro-5H-cyclopenta[b]Pyridine-3-carboxylic acid ethyl ester C(C)OC(=O)C=1C=C2C(=NC1)CCC2C(F)(F)F